tert-Butyl 4-(5-(1-(3-ethoxy-3-oxopropyl)ureido)-4,6-difluoro-3-methyl-1H-indol-1-yl)piperidine-1-carboxylate C(C)OC(CCN(C(=O)N)C=1C(=C2C(=CN(C2=CC1F)C1CCN(CC1)C(=O)OC(C)(C)C)C)F)=O